2-((1H-pyrrolo[2,3-b]pyridin-5-yl)oxy)-4-(2,2-dimethoxy-7-azaspiro[3.5]non-7-yl)benzoic acid methyl ester COC(C1=C(C=C(C=C1)N1CCC2(CC(C2)(OC)OC)CC1)OC=1C=C2C(=NC1)NC=C2)=O